BrC=1C(=C(C=CC1)C(C(O)([2H])[2H])(F)F)F 2-(3-bromo-2-fluoro-phenyl)-1,1-dideuterio-2,2-difluoro-ethanol